FC1(CC2(C1)C[C@@H](N(CC2)CC2=C1C=CN(C1=C(C=C2OC)C)C(=O)OC(C)(C)C)C2=C(C=C(C=C2)C(=O)OC)N2CCCC2)F tert-Butyl 4-{[(6R)-2,2-Difluoro-6-[4-(methoxycarbonyl)-2-(pyrrolidin-1-yl)phenyl]-7-azaspiro[3.5]nonan-7-yl]methyl}-5-methoxy-7-methylindole-1-carboxylate